[2H]C1C(C2=CC=CC3=CC=CC1=C23)[2H] 1,2-dideutero-1,2-dihydro-cyclopenta[3,2,1-ij]naphthalene